S(=O)(=O)(O)C=1N=NC=CC1.[Ag] Silver sulfodiazine